4-((3-(N-(4-chlorophenyl)sulfamoyl)phenyl)carbamoyl)picolinic acid ClC1=CC=C(C=C1)NS(=O)(=O)C=1C=C(C=CC1)NC(=O)C1=CC(=NC=C1)C(=O)O